BrC=1C=C2C(=CC=NC2=CC1)NC1=CC(=CC(=C1)N1N=CC=C1)OC 6-Bromo-N-(3-Methoxy-5-(1H-pyrazol-1-yl)phenyl)quinolin-4-amine